FC(C1=NN=C(S1)N1C=NC2=C1C=C(C=C2N2C[C@H](O[C@H](C2)C)CO)S(=O)(=O)NC2(CC2)C)F |o1:18,20| rel-1-(5-(difluoromethyl)-1,3,4-thiadiazol-2-yl)-4-((2S,6S)-2-(hydroxymethyl)-6-methylmorpholino)-N-(1-methylcyclopropyl)-1H-benzo[d]imidazole-6-sulfonamide